C(C)(C)C1=CC(=C(C=C1)C=1C=C2CCN[C@@H](C2=CC1)CNC1=C(C(=O)O)C=CN=C1)OC (S)-3-(((6-(4-isopropyl-2-methoxy-phenyl)-1,2,3,4-tetrahydro-isoquinolin-1-yl)methyl)amino)isonicotinic acid